1-(2-hydroxyethyl)-1'-{2-[4-methanesulfonyl-3-(trifluoro-methyl)phenoxy]ethyl}-2-oxo-1,2-dihydrospiro[indole-3,4'-piperidine]-5-carbonitrile OCCN1C(C2(CCN(CC2)CCOC2=CC(=C(C=C2)S(=O)(=O)C)C(F)(F)F)C2=CC(=CC=C12)C#N)=O